BrC=1C=C(C=CC1)S(=O)(=O)N1C(=NC2=C1C=CC=C2)SCCCOC2=C(OC1=CC(=CC(=C1C2=O)OC)OC)C2=CC(=C(C(=C2)OC)OC)OC 3-(3-((1-((3-bromophenyl)sulfonyl)-1H-benzimidazol-2-yl)thio)propoxy)-5,7-dimethoxy-2-(3,4,5-trimethoxyphenyl)-4H-chromen-4-one